(R)-7-(4-(2-(3-(2-hydroxyphenyl)-5-methyl-7,8-dihydro-5H-pyrido[3',4':4,5]pyrrolo[2,3-c]pyridazin-6(9H)-yl)pyrimidin-5-yl)piperazin-1-yl)spiro[3.5]nonane-2-carboxylic acid OC1=C(C=CC=C1)C1=CC2=C(N=N1)NC1=C2[C@H](N(CC1)C1=NC=C(C=N1)N1CCN(CC1)C1CCC2(CC(C2)C(=O)O)CC1)C